2-((1r,5S,6S)-3-(8,8-difluoro-2-((S)-2-methylazetidin-1-yl)-5,6,7,8-tetrahydroquinazolin-4-yl)-3-azabicyclo[3.1.1]hept-6-yl)acetic acid FC1(CCCC=2C(=NC(=NC12)N1[C@H](CC1)C)N1C[C@H]2C([C@@H](C1)C2)CC(=O)O)F